6-bromo-1,4-naphthalenedicarboxylic acid BrC=1C=C2C(=CC=C(C2=CC1)C(=O)O)C(=O)O